BrC=1C=CC=C2C(CN(CC12)S(=O)(=O)CC1=CC=CC=C1)=O 8-bromo-2-toluenesulfonyl-2,3-dihydroisoquinolin-4(1H)-one